(+)-1-[(1R)-(alpha-methylbenzyl)]-2-sulfydryl-1H-imidazole-5-carboxylic acid ethyl ester C(C)OC(=O)C1=CN=C(N1C(C1=CC=CC=C1)C)S